N-(1-cyanocyclopropyl)-8-(4-propionylpiperidin-1-yl)-3-(5-(trifluoromethyl)-1,3,4-thiadiazol-2-yl)imidazo[1,5-a]pyridine-6-sulfonamide C(#N)C1(CC1)NS(=O)(=O)C=1C=C(C=2N(C1)C(=NC2)C=2SC(=NN2)C(F)(F)F)N2CCC(CC2)C(CC)=O